5-((2-(3-((2-ethylhexyl)oxy)-5-pentadecylphenoxy)ethyl)amino)pentan C(C)C(COC=1C=C(OCCNCCCCC)C=C(C1)CCCCCCCCCCCCCCC)CCCC